(R)-N-(5-(1-((2-amino-5-chloropyridin-3-yl)oxy)ethyl)-pyridin-3-yl)-2-chloro-3-methylbenzamide NC1=NC=C(C=C1O[C@H](C)C=1C=C(C=NC1)NC(C1=C(C(=CC=C1)C)Cl)=O)Cl